(S)-7-((ethylamino)methyl)-1-methyl-4-(3-((S)-3-(methylamino)-1-(thiophen-2-yl)propoxy)phenyl)-1,4-diazepan-5-one C(C)NC[C@@H]1CC(N(CCN1C)C1=CC(=CC=C1)O[C@@H](CCNC)C=1SC=CC1)=O